1-(piperidin-3-ylmethyl)-1H-benzo[d]imidazole N1CC(CCC1)CN1C=NC2=C1C=CC=C2